CC(=CC1=CC=CC=C1)C=CC#N methylstyrene-acrylonitrile